Cl.N=1N2C(=CC1C=1C=C(C(=NC1)N)O[C@H](C)C1=NC=CC=C1F)[C@]1(CC2)CNCC1 5-[(3R)-5',6'-dihydrospiro[pyrrolidine-3,4'-pyrrolo[1,2-b]pyrazol]-2'-yl]-3-[(1R)-1-(3-fluoropyridin-2-yl)ethoxy]pyridin-2-amine-hydrochloride